C(C)(C)(C)C1=CC2=CC=C3C=C(C=C4C=CC(=C1)C2=C43)C(C)(C)C 2,7-di-tert-butyl-pyrene